1-cyclopentyl-4-((5-phenylpyrimidin-2-yl)methyl)piperazine-2,3-dione C1(CCCC1)N1C(C(N(CC1)CC1=NC=C(C=N1)C1=CC=CC=C1)=O)=O